(1-Ethyl-1H-imidazol-5-yl)methanamine C(C)N1C=NC=C1CN